bis(pentafluoroethylsulfonyl)amide FC(C(F)(F)F)(S(=O)(=O)[N-]S(=O)(=O)C(C(F)(F)F)(F)F)F